FC1([C@H](C1)C(=O)N1CCC2(CN(C(N2CC2=CC(=CC=C2)OC)=O)C2=NC(=C(C=C2)C=2C=NNC2)CC)CC1)F (R)-8-(2,2-difluorocyclopropylcarbonyl)-3-(6-ethyl-5-(1H-pyrazol-4-yl)pyridin-2-yl)-1-(3-methoxybenzyl)-1,3,8-triazaspiro[4.5]decan-2-one